CCCCCC/C=C\CCCCCCCC(=O)OC[C@H](COP(=O)(O)OC[C@H](CO)O)OC(=O)CCCCCCC/C=C\CCCC 1-(9Z-hexadecenoyl)-2-(9Z-tetradecenoyl)-glycero-3-phospho-(1'-sn-glycerol)